ClC=1C(=NC(=NC1)NC1=NN(N=C1)C)C1=CC=C2CN(C(C2=C1)=O)[C@@H](C(=O)N[C@H](C)C1=NC(=CC=C1)N1CCN(CC1)C)C (2R)-2-(6-{5-chloro-2-[(2-methyl-2H-1,2,3-triazol-4-yl)amino]pyrimidin-4-yl}-1-oxo-2,3-dihydro-1H-isoindol-2-yl)-N-[(1R)-1-[6-(4-methylpiperazin-1-yl)pyridin-2-yl]ethyl]propanamide